N[C@@H](CC(=O)N1[C@@H]2CN([C@H](C1)C2)S(=O)(=O)C)CC2=C(C=C(C(=C2)F)F)F (3R)-3-amino-1-[(1S,4S)-2-methanesulfonyl-2,5-diazabicyclo[2.2.1]heptan-5-yl]-4-(2,4,5-trifluorophenyl)butan-1-one